[Si](C)(C)(C(C)(C)C)OC(COC=1C(=NC2=CC=CC=C2C1)Cl)C=1N=NN(N1)CC1=CC=C(C=C1)OC 2-((tert-butyldimethylsilyl)oxy)-2-(2-(4-methoxybenzyl)-2H-Tetrazol-5-yl)ethoxy-2-chloroquinoline